C(#N)C1=CC=C(C=C1)S(=O)(=O)NC1=CC=C2CCCN(C2=C1)S(=O)(=O)C 4-cyano-N-(1-(methylsulfonyl)-1,2,3,4-tetrahydroquinolin-7-yl)benzenesulfonamide